[1-[(S)-[(1R,2R)-2-[(5-chloro-2,2-dimethyl-chroman-4-yl)carbamoyl]cyclopropyl]-(3-pyridyl)methyl]-4,4-dimethyl-6-oxo-hexahydropyrimidin-2-ylidene]ammonium ClC1=C2C(CC(OC2=CC=C1)(C)C)NC(=O)[C@H]1[C@@H](C1)[C@H](N1C(NC(CC1=O)(C)C)=[NH2+])C=1C=NC=CC1